1-(2-(4-((2-(dimethylamino)ethyl)(methyl)amino)-2-methoxy-5-nitrophenylamino)pyrimidin-4-yl)-5-fluoro-3-methyl-1H-benzo[d]imidazol CN(CCN(C1=CC(=C(C=C1[N+](=O)[O-])NC1=NC=CC(=N1)N1CN(C2=C1C=CC(=C2)F)C)OC)C)C